2-(1-(2-Oxabicyclo[2.1.1]hexan-4-ylmethyl)-1H-pyrazol-4-yl)-8-chloro-7-((2-methyl-1H-benzo[d]imidazol-6-yl)oxy)quinoxaline C12OCC(C1)(C2)CN2N=CC(=C2)C2=NC1=C(C(=CC=C1N=C2)OC=2C=CC1=C(NC(=N1)C)C2)Cl